C(C)(C)(C)OC(=O)N1CCC(CC1)NC1=C(C(=CC=C1)N(CC1=CC=CC=C1)CC1=CC=CC=C1)[N+](=O)[O-] 4-{[3-(dibenzylamino)-2-nitrophenyl]amino}piperidine-1-carboxylic acid tert-butyl ester